N-(4-(3,5-dichlorophenyl)thiazol-2-yl)-4-methoxybenzamide ClC=1C=C(C=C(C1)Cl)C=1N=C(SC1)NC(C1=CC=C(C=C1)OC)=O